(3Z,6Z,9Z,12Z,15Z,18Z)-1-bromohenicosa-3,6,9,12,15,18-hexaene BrCC\C=C/C\C=C/C\C=C/C\C=C/C\C=C/C\C=C/CC